5-chloro-N-((4R,5S,7R,8R,9S,10R)-8,10-dihydroxy-7-(hydroxymethyl)-9-(4-(3,4,5-trifluorophenyl)-1H-1,2,3-triazol-1-yl)-1,6-dioxaspiro[4.5]dec-4-yl)-2-naphthacenecarboxamide ClC1=C2C=CC(=CC2=CC2=CC3=CC=CC=C3C=C12)C(=O)N[C@@H]1CCO[C@]12O[C@@H]([C@@H]([C@@H]([C@H]2O)N2N=NC(=C2)C2=CC(=C(C(=C2)F)F)F)O)CO